C(C)(=O)O.N[C@@H](CCCNC(N)=N)C(=O)O Arginine acetate